tert-butyl (1-(8-bromo-4-((4-(pyridin-2-yl)benzyl)amino)pyrazolo[1,5-a][1,3,5]triazin-2-yl)piperidin-4-yl)carbamate BrC=1C=NN2C1N=C(N=C2NCC2=CC=C(C=C2)C2=NC=CC=C2)N2CCC(CC2)NC(OC(C)(C)C)=O